N[C@@](COC)(C)C=1C=C(C=NC1)N (S)-5-(2-amino-1-methoxypropan-2-yl)pyridin-3-amine